C\C=C(/CC)\C1=NOC(=C1)CO (E)-(3-(pent-2-en-3-yl)isoxazol-5-yl)methanol